[Nb+3].C(C)[N-]C.C(C)[N-]C.C(C)[N-]C tris(ethylmethylamide) niobium